N=1C=C(N2C1C=CC=C2)C(=O)C2=CC=CC=C2 imidazo[1,2-a]pyridin-3-yl-(phenyl)methanone